3-methylpent-2-enal CC(=CC=O)CC